N(CC(=O)O)C(CO)(CO)CO Tricine